FC1=C(C(=O)N([C@H]2CNCCC2)C=2N=CC3=CC=CC=C3C2)C=CC(=C1)C=1C=NC=CC1 (R)-2-fluoro-N-(isoquinolin-3-yl)-N-(piperidin-3-yl)-4-(pyridin-3-yl)benzamide